(S)-N1-(4-methyl-5-(3'-Oxaspiro[cyclopropane-1,1'-isoindolin]-6'-yl)thiazol-2-yl)pyrrolidine-1,2-dicarboxamide CC=1N=C(SC1C1=CC=C2ONC3(C2=C1)CC3)NC(=O)N3[C@@H](CCC3)C(=O)N